(S)-N-((S)-3-oxo-1-((S)-2-oxopyrrolidin-3-yl)-4-(trifluoromethoxy)butan-2-yl)-5-((S)-3,3,3-trifluoro-2-hydroxy-2-methylpropanoyl)-5-azaspiro[2.4]heptane-6-carboxamide O=C([C@H](C[C@H]1C(NCC1)=O)NC(=O)[C@H]1N(CC2(CC2)C1)C([C@](C(F)(F)F)(C)O)=O)COC(F)(F)F